bis[3-tert-butyl-2-hydroxy-5-methylphenyl]methane C(C)(C)(C)C=1C(=C(C=C(C1)C)CC1=C(C(=CC(=C1)C)C(C)(C)C)O)O